3-(2-methyl-2H-1,2,3-triazole-4-yl)aniline CN1N=CC(=N1)C=1C=C(N)C=CC1